tert-butyl 4-(5-fluoropyridin-2-yl)-4-(((2-(trifluoromethyl)imidazo[1,2-a]pyridin-5-yl)amino)methyl)piperidine-1-carboxylate FC=1C=CC(=NC1)C1(CCN(CC1)C(=O)OC(C)(C)C)CNC1=CC=CC=2N1C=C(N2)C(F)(F)F